methyl 3-chloro-6-(methoxy-d3)picolinate ClC=1C(=NC(=CC1)OC([2H])([2H])[2H])C(=O)OC